COC([C@H](CC1=CC=C(C=C1)N1C(N(C2=C1C=C(C(=C2)Cl)Cl)C)=O)NC(C2=C(C=CC=C2F)Cl)=O)=O (S)-2-(2-chloro-6-fluorobenzamido)-3-(4-(5,6-dichloro-3-methyl-2-oxo-2,3-dihydro-1H-benzo[d]Imidazol-1-yl)phenyl)propionic acid methyl ester